BrC1(CC(=C(C=C1)C1=CC=CC=C1)C#N)Cl 4-bromo-4-chloro-[1,1-biphenyl]-2-carbonitrile